C(C)O[Si](CCCC(=O)O)(OCC)OCC 4-(triethoxysilyl)butyric acid